2-propenoic acid-9-oxo-9H-thioxanthen-2-yl ester O=C1C2=CC=CC=C2SC=2C=CC(=CC12)OC(C=C)=O